ethyl (1R)-6-azaspiro[2.5]octane-1-carboxylate [C@H]1(CC12CCNCC2)C(=O)OCC